zinc O,O-bis(4-methyl-2-pentyl) dithiophosphate P(=S)(OC(C)CC(C)C)(OC(C)CC(C)C)[S-].[Zn+2].CC(CC(C)OP(=S)(OC(C)CC(C)C)[S-])C